BrC1=C(C(=CC(=C1)C(C)(C)C1=CC(=C(C(=C1)Br)O)Br)Br)O 2,2',6,6'-tetrabromo-4,4'-isopropylidenediphenol